dl-2,4,6-trimethylphenyl-carbodiimide CC1=C(C(=CC(=C1)C)C)N=C=N